octylcyclopentadienyl-manganese C(CCCCCCC)[Mn]C1C=CC=C1